5-bromopyridine-2-carboxamidine hydrochloride salt Cl.BrC=1C=CC(=NC1)C(=N)N